5-[[2-(2-hydroxyethoxy)phenoxy]methyl]-3-methyl-1-phenyl-pyrazole OCCOC1=C(OCC2=CC(=NN2C2=CC=CC=C2)C)C=CC=C1